O1CCN(CC1)CCCCCCCCNC=1C=C(C=CC1)NC1C(NC(CC1)=O)=O 3-((3-((8-morpholinooctyl)amino)phenyl)amino)piperidine-2,6-dione